C1NCC12CC(C2)OC2=CC(=C1C(=N2)C(=CS1)C(=O)NC)C(F)(F)F 5-((2-azaspiro[3.3]hept-6-yl)oxy)-N-methyl-7-(trifluoromethyl)thieno[3,2-b]pyridine-3-carboxamide